5-(4'-isopropyl-[[1,1'-biphenyl]-4-yl]oxy)-1H-1,2,3-triazole-4-carboxylic acid C(C)(C)C1=CC=C(C=C1)C1=CC=C(C=C1)OC1=C(N=NN1)C(=O)O